SC[C@@H](C(=O)OC(C)(C)C)NC(CCNC(=O)[C@@H]1OC(OCC1(C)C)(C)C)=O tert-butyl (2R)-3-sulfanyl-2-(3-[[(4R)-2,2,5,5-tetramethyl-1,3-dioxan-4-yl]formamido]propanamido)propanoate